C(#N)C=1C=CC(=NC1)N1CCC(CC1)CC(=O)OC 2-[1-(5-cyanopyridin-2-yl)piperidin-4-yl]acetic acid, Methyl ester